bis[(3-ethyloxetan-3-yl)methoxymethyl]biphenyl C(C)C1(COC1)COCC1=CC=C(C=C1)C1=CC=C(C=C1)COCC1(COC1)CC